ClC=1C(=C(CNC(CN[C@@H]2[C@H](CCC2)O)=O)C=CC1)F N-(3-chloro-2-fluorobenzyl)-2-(((1S,2S)-2-hydroxycyclopentyl)amino)acetamide